4-(3-phenylisoquinolin-1-yl)morpholine C1(=CC=CC=C1)C=1N=C(C2=CC=CC=C2C1)N1CCOCC1